CC1=C(C=C(C=N1)NC=1OC(=CN1)C(F)(F)F)C=1C=NC2=CC(=NC=C2C1)NC N-(6-methyl-5-(7-(methylamino)-1,6-naphthyridin-3-yl)pyridin-3-yl)-5-(trifluoromethyl)oxazol-2-amine